tert-butyl (1-(2,5-dimethoxy-4-(propoxymethyl)phenyl)butan-2-yl)carbamate COC1=C(C=C(C(=C1)COCCC)OC)CC(CC)NC(OC(C)(C)C)=O